C(#N)C=1C(NC(N(N1)C1=CC=C(C=C1)N1CCC(CC1)CN1CCN(CC1)C1=CC=C(N=N1)C(=O)N)=O)=O 6-(4-((1-(4-(6-cyano-3,5-dioxo-2,3,4,5-tetrahydro-1,2,4-triazin-2-yl)phenyl)piperidin-4-yl)methyl)piperazin-1-yl)pyridazin-3-carboxamide